5-(2-(2-(4-fluorophenyl-2,3,5,6-d4)-5-methylpiperidin-1-yl)-2-oxoacetamido)nicotinamide FC1=C(C(=C(C(=C1[2H])[2H])C1N(CC(CC1)C)C(C(=O)NC=1C=NC=C(C(=O)N)C1)=O)[2H])[2H]